(2-(Benzyloxy)-4-(difluoromethyl)-6-hydroxyphenyl)(5-(2-morpholinoethoxy)isoindolin-2-yl)methanone C(C1=CC=CC=C1)OC1=C(C(=CC(=C1)C(F)F)O)C(=O)N1CC2=CC=C(C=C2C1)OCCN1CCOCC1